C(CCC)C1(N=C(C2=C(N1)CCCN2)NC2CCCC2)NC 2-butyl-N4-cyclopentyl-N2-methyl-5,6,7,8-tetrahydropyrido[3,2-d]pyrimidine-2,4-diamine